BrC=1C=CC(=NC1)OCCCO 3-((5-bromopyridin-2-yl)oxy)propan-1-ol